OCC1(CCOCC1)NC(=O)C1=C(OC2=C1C=C(C=C2)OCC=2C(N(C=CC2)C)=O)C N-(4-(hydroxymethyl)tetrahydro-2H-pyran-4-yl)-2-methyl-5-((1-methyl-2-oxo-1,2-dihydropyridin-3-yl)methoxy)benzofuran-3-carboxamide